C(C)(C)[C@@H]1CC=2C=C(C(N(C2C=2N1C=CC(C2)=O)C)=O)OC (S)-6-isopropyl-3-methoxy-1-methyl-2,10-dioxo-2,5,6,10-tetrahydro-1H-pyrido[1,2-h][1,7]naphthyridin